NC1=C2C(=NC=N1)N(N=C2I)C(C)C=2OC(C1=CC=CC=C1C2C=2C=CC(=C(C=O)C2)Cl)=O 5-[3-(1-{4-amino-3-iodo-1H-pyrazolo[3,4-d]pyrimidin-1-yl}ethyl)-1-oxo-1H-isochromen-4-yl]-2-chlorobenzaldehyde